6-Methoxy-1-azaspiro[4.5]decan-6,9-diene-2,8-dione COC=1C2(CCC(N2)=O)C=CC(C1)=O